C[C@@H]1N([C@H](CC(C1)=O)C)C(=O)OC(C)(C)C tertbutyl 2,6-trans-dimethyl-4-oxopiperidine-1-carboxylate